5-(5-ethyl-4-hydroxy-2-methoxyphenyl)-N-(1,1,1-trifluoropropan-2-yl)-4H-1,2,4-triazole-3-carboxamide C(C)C=1C(=CC(=C(C1)C=1NC(=NN1)C(=O)NC(C(F)(F)F)C)OC)O